2-fluoro-5-(6-isopropylthio-2-pyridinyl)pyridine FC1=NC=C(C=C1)C1=NC(=CC=C1)SC(C)C